N[C@](CO)(CC1CC1)C (S)-2-amino-3-cyclopropyl-2-methylpropan-1-ol